CC(=CCOC1=CC=C(C=C1)C(=C)C)C 1-((3-methylbut-2-en-1-yl)oxy)-4-(prop-1-en-2-yl)benzene